ethyl 8-((4-(4-chlorophenoxy)-3,5-difluorophenyl)sulfonyl)-3,8-diazabicyclo[3.2.1]octane-1-carboxylate ClC1=CC=C(OC2=C(C=C(C=C2F)S(=O)(=O)N2C3(CNCC2CC3)C(=O)OCC)F)C=C1